CC1=CC(=CC2=C1N=C(S2)C2=C(N)C=CC=C2)C 2-(4,6-dimethylbenzo[d]thiazol-2-yl)aniline